O[C@H]1CN(CC[C@H]1N1N=NC(=C1C)C=1C=C(C=2N(C1)N=CC2C(F)(F)F)O)C(=O)OC(C)(C)C tert-butyl (3S,4R)-3-hydroxy-4-[4-[4-hydroxy-3-(trifluoromethyl) pyrazolo[1,5-a]pyridin-6-yl]-5-methyl-triazol-1-yl]piperidine-1-carboxylate